C(=C)C1=CC=[N+](C=C1)CCCS(=O)(=O)O 4-vinyl-1-(3-sulphopropyl)pyridinium